(R)-(5-bromo-3-nitro-2-(piperidin-3-ylamino)phenyl)(piperidin-1-yl)methanone BrC=1C=C(C(=C(C1)C(=O)N1CCCCC1)N[C@H]1CNCCC1)[N+](=O)[O-]